racemic-1-(2-(azetidin-1-yl)pyrimidin-5-yl)-3-(1-(5,7-difluoro-3-methylbenzofuran-2-yl)-2,2,2-trifluoroethyl)urea N1(CCC1)C1=NC=C(C=N1)NC(=O)N[C@@H](C(F)(F)F)C=1OC2=C(C1C)C=C(C=C2F)F |r|